NC1=NC=C2N(C(N(C2=N1)[C@@H]1O[C@@H](C[C@H]1O)CO)=O)CC1=CC=C(C#N)C=C1 4-((2-Amino-9-((2R,3R,5S)-3-hydroxy-5-(hydroxymethyl)tetrahydrofuran-2-yl)-8-oxo-8,9-dihydro-7H-purin-7-yl)methyl)benzonitril